silicon tetraethoxide [O-]CC.[O-]CC.[O-]CC.[O-]CC.[Si+4]